OC1=NC(=CC(N1C)=O)N/N=C/C1=CC=C(C=C1)OC 2-hydroxy-6-[(E)-2-[(4-methoxyphenyl)methylene]hydrazin-1-yl]-3-methyl-3,4-dihydropyrimidin-4-one